2-(1-(4-(2-(2-aminopyridin-3-yl)-5-phenyl-3H-imidazo[4,5-b]pyridin-3-yl)benzyl)pyrrolidin-3-yl)acetic acid NC1=NC=CC=C1C1=NC=2C(=NC(=CC2)C2=CC=CC=C2)N1C1=CC=C(CN2CC(CC2)CC(=O)O)C=C1